N-{2,3-dimethoxy-6H,7H,8H-cyclopenta[b]1,5-naphthyridin-9-yl}-1-ethylpiperidin-4-amine COC=1N=C2C(=C3C(=NC2=CC1OC)CCC3)NC3CCN(CC3)CC